FC(OCC1(CC1)N(C(OC(C)(C)C)=O)C)F tert-butyl (1-((difluoromethoxy)methyl)cyclopropyl)(methyl)carbamate